CC1(N(C(C2=CC=CC(=C12)C)=O)C1=NC=CC2=C(C(=C(C(=C12)C1=CC=CC=C1)C1=CC=CC=C1)C1=CC=CC=C1)C1=CC=CC=C1)C 3,3,4-trimethyl-2-(5,6,7,8-tetraphenyl-1-isoquinolinyl)isoindol-1-one